4-(dimethylamino)piperidine-1-carboxamide CN(C1CCN(CC1)C(=O)N)C